2-CYCLOHEXYL-7-METHOXY-1H-INDOLE-3-CARBOXALDEHYDE C1(CCCCC1)C=1NC2=C(C=CC=C2C1C=O)OC